methyl (S)-5-((3-bromo-7-((1-((tert-butyldiphenylsilyl)oxy)-hexan-3-yl)amino)-5-((methoxycarbonyl)amino)-1H-pyrazolo[4,3-d]pyrimidin-1-yl)methyl)-2-fluoro-4-methoxybenzoate BrC1=NN(C2=C1N=C(N=C2N[C@H](CCO[Si](C2=CC=CC=C2)(C2=CC=CC=C2)C(C)(C)C)CCC)NC(=O)OC)CC=2C(=CC(=C(C(=O)OC)C2)F)OC